6-chloro-3-ethyl-1-(tetrahydro-2H-pyran-2-yl)-1H-pyrazolo[4,3-c]pyridine ClC1=CC2=C(C=N1)C(=NN2C2OCCCC2)CC